N-(3-(3-(9H-purin-6-yl)pyridin-2-ylamino)-4-methylphenyl)-3-chlorobicyclo[1.1.1]pentane-1-carboxamide N1=CN=C2NC=NC2=C1C=1C(=NC=CC1)NC=1C=C(C=CC1C)NC(=O)C12CC(C1)(C2)Cl